N-ethyl-N-sulfopropyl-3-methylaniline C(C)N(C1=CC(=CC=C1)C)CCCS(=O)(=O)O